1-benzhydryl-2,2-dimethyl-azetidin-3-ol C(C1=CC=CC=C1)(C1=CC=CC=C1)N1C(C(C1)O)(C)C